O(C#N)C1=CC=C(C=C1)C1(CC(CC(C1)C)(C)C)C1=CC=C(C=C1)OC#N 1,1-Bis(4-cyanatophenyl)-3,3,5-trimethyl-cyclohexan